ClC1=C(C=CC=C1)NC1=NC(=NC=C1F)NC1=CC=C(C(=O)NN2CCC(CC2)CCN2CCN(CC2)C2=CC=C(C=C2)C2C(NC(CC2)=O)=O)C=C1 4-((4-((2-chlorophenyl)amino)-5-fluoropyrimidin-2-yl)amino)-N-(4-(2-(4-(4-(2,6-dioxopiperidin-3-yl)phenyl)piperazin-1-yl)ethyl)piperidin-1-yl)benzamide